1-(4-cyclopropyl-6-methoxypyrimidin-5-yl)-3-methyl-4,5,6,7-tetrahydro-1H-pyrazolo[3,4-c]pyridine C1(CC1)C1=NC=NC(=C1N1N=C(C2=C1CNCC2)C)OC